CCCCCCCCC(CCCCCCCC)OC(CCCCCCCNCCO)=O 8-((2-hydroxyethyl)amino)octanoic acid-heptadec-9-yl ester